3-Isopropyl-1-methyl-5-pyrazolecarboxylic acid C(C)(C)C1=NN(C(=C1)C(=O)O)C